(Z)-5-(2-Fluoro-6-methoxyphenyl)-3-(1-((1-(piperidin-4-yl)-1H-pyrazol-4-yl)amino)ethylidene)-1H-pyrrolo[2,3-c]pyridin-2(3H)-one FC1=C(C(=CC=C1)OC)C=1C=C/2C(=CN1)NC(\C2=C(\C)/NC=2C=NN(C2)C2CCNCC2)=O